2,3,5-trifluoro-4-methoxy-benzoic acid FC1=C(C(=O)O)C=C(C(=C1F)OC)F